[Au].[In] indium-gold